(1-methyl-1-phenylethyl)-phenol CC(C)(C1=CC=CC=C1)C1=C(C=CC=C1)O